BrC1=C(C(=CC(=C1)SCC(C)(C)C)Cl)Cl 1-Bromo-2,3-dichloro-5-(2,2-dimethylpropylthio)benzene